N=1C=NC2=C(NC=3C=CC=CC3C21)N imidazo[4,5-c]Quinolin-4-amine